S1C(=CC=C1)C1=NN=C(O1)C(C)(C)NC(OC(C)(C)C)=O tert-butyl (2-(5-(thiophen-2-yl)-1,3,4-oxadiazol-2-yl)propan-2-yl)carbamate